P(=O)([O-])([O-])[O-].C(CCC)[NH3+].C(CCC)[NH3+].C(CCC)[NH3+] Butyl-Ammonium phosphat